C(CCC)[Sn](C=1N=CC2=C(N1)N(C(=C2)C(C)(C)C)C)(CCCC)CCCC tributyl-(6-tert-butyl-7-methyl-pyrrolo[2,3-d]pyrimidin-2-yl)stannane